(2R,6R)-4-(4-bromo-5-fluoro-2-nitrophenyl)-1,2,6-trimethylpiperazine BrC1=CC(=C(C=C1F)N1C[C@H](N([C@@H](C1)C)C)C)[N+](=O)[O-]